tert-butyl-(((R)-2-((3E,7E)-13-fluoro-12-(fluoromethyl)-4,8-dimethyltridecan-3,7,11-trien-1-yl)-2,5,7,8-tetramethylchroman-6-yl)oxy)-dimethylsilane C(C)(C)(C)[Si](C)(C)OC=1C(=C2CC[C@@](OC2=C(C1C)C)(C)CC\C=C(\CC\C=C(\CCC=C(CF)CF)/C)/C)C